4-(9-oxo-9H-thioxanthen-2-yl)thiophenyl-9-oxo-9H-thioxanthen-2-yl-phenylsulfonium O=C1C2=CC=CC=C2SC=2C=CC(=CC12)SC1=CC=C(C=C1)[S+](C1=CC=CC=C1)C1=CC=2C(C3=CC=CC=C3SC2C=C1)=O